C(C1=CC=CC=C1)(=O)OC[C@]12CC[C@H](CN2CCC1)OC1=NOC(=C1)C(C(C)C)C(=O)OC [(6R,8aR)-6-[5-(1-methoxycarbonyl-isobutyl)isoxazol-3-yl]oxy-2,3,5,6,7,8-hexahydro-1H-indolizin-8a-yl]methyl benzoate